[Na].C=C(C1=CC=CC=C1)C1=C(C=CC2=CC=CC=C12)CC1=CC=CC=C1 methylenebisbenzyl-naphthalene sodium